(R)-1-hydroxyethyl-3-(ethylthio)-7-oxo-4-thia-1-azabicyclo[3.2.0]hept-2-ene-2-carboxylate O[C@@H](C)OC(=O)C=1N2C(CC2SC1SCC)=O